COC(N1CCCCCC1)OC N-dimethoxymethyl-azepane